2-(azidomethyl)-2-ethylpropane-1,3-diol N(=[N+]=[N-])CC(CO)(CO)CC